acryloyl-oxyhydroxypropyldimethylbenzylammonium C(C=C)(=O)OC(C1=CC=CC=C1)[N+](C)(C)CCCO